ClC=1C(=NNC1)C(=O)OC methyl 4-chloro-1H-pyrazole-3-carboxylate